CC=1C=C(C=NC1)NC(C)=O N-(5-methylpyridin-3-yl)acetamide